C1(=NC=CC2=CC=CC=C12)C1=NOC(C1)C(=O)N (isoquinolin-1-yl)-4,5-dihydroisooxazole-5-carboxamide